2'-{(2R)-3-[(1,3-benzothiazol-7-yl)oxy]-2-methylpropyl}-4-(3-Chloroanilino)-2',3'-dihydrospiro[cyclohexane-1,1'-indene]-4-carboxylic acid S1C=NC2=C1C(=CC=C2)OC[C@@H](CC2C1(C3=CC=CC=C3C2)CCC(CC1)(C(=O)O)NC1=CC(=CC=C1)Cl)C